tert-butyl 4-(8-bromooctyl)piperazine-1-carboxylate BrCCCCCCCCN1CCN(CC1)C(=O)OC(C)(C)C